F[SiH2]NO fluorohydroxyaminosilane